4-(difluoromethyl)oxazolidin-2-one FC(C1NC(OC1)=O)F